2-(5-methoxy-3,4-dihydro-2H-pyrrol-4-yl)ethyl 4-methylbenzenesulfonate CC1=CC=C(C=C1)S(=O)(=O)OCCC1CCN=C1OC